C(=O)O.CN([C@@]1(CN(CC[C@@H]1O)C1=CC(=C(C(=C1)F)S(=O)(=O)NC1=NC=NC=C1)F)CCC1=CC(=CC=C1)C(F)(F)F)C 4-((3R,4S)-3-(Dimethylamino)-4-hydroxy-3-(3-(trifluoromethyl)-phenethyl)piperidin-1-yl)-2,6-difluoro-N-(pyrimidin-4-yl)benzenesulfonamide formate